acrylamido-N-((4,6-diethyl-2-oxo-1,2-dihydropyridin-3-yl)methyl)-4-methyl-4'-morpholino-[1,1'-biphenyl]-3-carboxamide C(C=C)(=O)NC1=C(C=CC(=C1C(=O)NCC=1C(NC(=CC1CC)CC)=O)C)C1=CC=C(C=C1)N1CCOCC1